C(C)(C)(C)OC(=O)NNC(C(CCCl)C1=C(C=CC=C1)F)=O 2-(4-chloro-2-(2-fluorophenyl)butyryl)hydrazinecarboxylic acid tert-butyl ester